1-Chloro-4-(3-methyl-3-buten-1-yn-1-yl)benzene ClC1=CC=C(C=C1)C#CC(=C)C